ClC1=NC(=C2N=C(N(C2=N1)C1=CC=CC=C1)C)N/N=C/C1=CC(=CC=C1)C (E)-2-chloro-8-methyl-6-(2-(3-methylbenzylidene)hydrazinyl)-9-phenyl-9H-purine